C(C)(=O)O[C@]1(C(C)=O)C[C@H]([C@H]2[C@@H]3C[C@@H](C4=CC(CC[C@]4(C)[C@H]3[C@H](C[C@]12C)O)=O)C)O 17α-acetoxy-11β-hydroxy-15β-hydroxy-6α-methylpregn-4-ene-3,20-dione